CC1=C(C=C(C=C1)NC[C@H]1N(CCC1)C(=O)OC(C)(C)C)C(N[C@H](C)C1=CC=CC2=CC=CC=C12)=O tert-butyl (S)-2-(((4-methyl-3-(((R)-1-(naphthalen-1-yl)ethyl) carbamoyl)phenyl) amino)methyl)pyrrolidine-1-carboxylate